CN1N=C(C=C1C(=O)O)C(F)(F)F 1-methyl-3-trifluoromethyl-5-pyrazolecarboxylic acid